CC=1C=C(C=C(C1)C)NC1=C(C=CC=C1C)C N-(3,5-dimethylphenyl)-2,6-dimethylaniline